FC(CCC(=O)N)(F)F 4,4,4-trifluorobutanamide